2-(4-(6-(4-Cyanobenzyloxy)pyridin-2-yl)-2-fluorobenzyl)-1-((tetrahydrofuran-2-yl)methyl)-1H-benzo[d]imidazol C(#N)C1=CC=C(COC2=CC=CC(=N2)C2=CC(=C(CC3=NC4=C(N3CC3OCCC3)C=CC=C4)C=C2)F)C=C1